1-[3-acetyl-6-[5-[[6-[1-(oxetan-3-yl)pyrrolidin-2-yl]pyridazin-3-yl]amino]benzimidazol-1-yl]-2-pyridyl]-5-methyl-pyrazole-3-carbonitrile C(C)(=O)C=1C(=NC(=CC1)N1C=NC2=C1C=CC(=C2)NC=2N=NC(=CC2)C2N(CCC2)C2COC2)N2N=C(C=C2C)C#N